F[C@H]1CN(CC[C@H]1NC1=CC=CN2C(=C(C=C12)C1=NOC(=N1)CNC(C#CC1(CC1)C)=O)SC(F)(F)F)C N-{[3-(8-{[(3S,4R)-3-fluoro-1-methylpiperidin-4-yl]amino}-3-[(trifluoromethyl)sulfanyl]indolizin-2-yl)-1,2,4-oxadiazol-5-yl]methyl}-3-(1-methylcyclopropyl)prop-2-ynamide